(S)-N-(5-((4-(1,7-dimethyl-1H-indol-3-yl)-5-(trifluoromethyl)pyrimidin-2-yl)amino)-2-(3-(dimethylamino)pyrrolidin-1-yl)phenyl)acetamide CN1C=C(C2=CC=CC(=C12)C)C1=NC(=NC=C1C(F)(F)F)NC=1C=CC(=C(C1)NC(C)=O)N1C[C@H](CC1)N(C)C